N-[(3,5-difluoropyridin-2-yl)methyl]-2-(1,4-dioxa-8-azaspiro[4.5]dec-8-yl)-1,3-thiazole-5-carboxamide FC=1C(=NC=C(C1)F)CNC(=O)C1=CN=C(S1)N1CCC2(OCCO2)CC1